OC[C@H]1N(C\C(\C1)=N/OC)C(=O)C1=CC=C(C=C1)C1=CC(=CC=C1C)C#N (S,Z)-4'-(2-(Hydroxymethyl)-4-(methoxyimino)pyrrolidine-1-carbonyl)-6-methyl-[1,1'-biphenyl]-3-carbonitrile